(4-((5-fluoro-2-methoxybenzamido)methyl)phenyl)-2-(4-methoxybenzyl)-4-(pyrimidin-4-yl)-2H-pyrazolo[4,3-c]pyridine-7-carboxamide FC=1C=CC(=C(C(=O)NCC2=CC=C(C=C2)C=2N(N=C3C2C(=NC=C3C(=O)N)C3=NC=NC=C3)CC3=CC=C(C=C3)OC)C1)OC